FC(C=1N=C(N(C1)C(C(F)(F)F)C)C1=CC=C(C#N)C=C1)(F)F 4-[4-(trifluoromethyl)-1-(2,2,2-trifluoro-1-methyl-ethyl)imidazol-2-yl]benzonitrile